FC1=CC=CC(=N1)C1=CC=C(CC=2N(C(C=3N(C2)C(=NC3)[C@@H]3[C@@H](OCC3)C)=O)C)C=C1 (2S,3R)-6-(4-(6-fluoropyridin-2-yl)benzyl)-7-methyl-3-(2-methyltetrahydrofuran-3-yl)imidazo[1,5-a]pyrazin-8(7H)-one